tert.-butylperoxy isopropyl carbonate C(OOOC(C)(C)C)(OC(C)C)=O